1-(4-(difluoromethyl)pyridine-2-yl)-N-(6-methoxy-1-methyl-1H-indazol-7-yl)-1H-pyrazole-4-sulfonamide FC(C1=CC(=NC=C1)N1N=CC(=C1)S(=O)(=O)NC=1C(=CC=C2C=NN(C12)C)OC)F